Humuladienone CC1C/C=C\C(C/C=C(\CCC1=O)/C)(C)C